C(C)(C)C1=CC=C(C=C1)SCC=1N=NN(C1)CCN1CCOCC1 4-[(4-isopropylphenyl)thiomethyl]-1-[2-(4-morpholinyl)ethyl]-1H-1,2,3-triazole